OCCCC(=O)N 4-(hydroxy)butanamide